ClC1=CC=2N(C=C1)C=NC2CC(=O)NC2=CN=NC(=C2)OCC=2N=C1N(C=C(C=C1)C1CC1)C2 2-(7-chloroimidazo[1,5-a]pyridin-1-yl)-N-(6-((6-cyclopropylimidazo[1,2-a]pyridin-2-yl)methoxy)pyridazin-4-yl)acetamide